FC1=C(C=CC(=C1)C=1C=NC=CC1)C=1N=C2SCCCN2C(C1C#N)=O 8-[2-fluoro-4-(pyridin-3-yl)phenyl]-6-oxo-2H,3H,4H,6H-pyrimido[2,1-b][1,3]thiazine-7-carbonitrile